C(CCCCCCC\C=C/C\C=C/CCCCC)OCC(CN1CCOCC1)OCCCCCCCC\C=C/C\C=C/CCCCC 1,2-Dilinoleyloxy-3-(morpholino)propane